CS(=O)(=O)C=1C=NC(=NC1)N1CCN(CC1)C(=O)O[C@H](CC1=CNC(C(=C1)C(F)(F)F)=O)C (S)-1-(6-Oxo-5-(trifluoromethyl)-1,6-dihydropyridin-3-yl)propan-2-yl 4-(5-(methylsulfonyl)pyrimidin-2-yl)piperazine-1-carboxylate